2-(piperidin-4-ylamino)pyrimidine-5-carbonitrile N1CCC(CC1)NC1=NC=C(C=N1)C#N